(S,E)-N-(4-(methylsulfonyl)but-3-en-2-yl)-4-phenoxy-2-(2,2,2-trifluoroethyl)pyrimidine-5-carboxamide CS(=O)(=O)/C=C/[C@H](C)NC(=O)C=1C(=NC(=NC1)CC(F)(F)F)OC1=CC=CC=C1